(S)-1-(5-(7-cyano-2-(1-cyclopropylethyl)-1-oxoisoindolin-5-yl)-4-methylthiazol-2-yl)-3-methylurea C(#N)C=1C=C(C=C2CN(C(C12)=O)[C@@H](C)C1CC1)C1=C(N=C(S1)NC(=O)NC)C